(1R,2S,3R,5S)-3-(4-amino-5,6-dihydro-7H-pyrrolo[2,3-d]pyrimidin-7-yl)-5-(2-(2-aminoquinolin-7-yl)ethyl)cyclopentane-1,2-diol NC=1C2=C(N=CN1)N(CC2)[C@H]2[C@@H]([C@@H]([C@H](C2)CCC2=CC=C1C=CC(=NC1=C2)N)O)O